COC(C(C(C)=O)=C)=O 2-Methylene-3-oxobutanoic acid methyl ester